3-(5-amino-8-(1-methyl-6-oxo-1,6-dihydropyridin-3-yl)-2-((5-(pyrimidin-2-yl)-1H-tetrazol-1-yl)methyl)-[1,2,4]triazolo[1,5-c]pyrimidin-7-yl)benzonitrile NC1=NC(=C(C=2N1N=C(N2)CN2N=NN=C2C2=NC=CC=N2)C2=CN(C(C=C2)=O)C)C=2C=C(C#N)C=CC2